[Cl-].[Cl-].N1(CC[NH2+]CC1)CC[NH2+][C@@H]1C[C@H](CC1)NC1=CC(=NC=2N1N=CC2)C(CC)CC 2-piperazin-4-ium-1-ylethyl-[(1S,3S)-3-[[5-(1-ethylpropyl)pyrazolo[1,5-a]pyrimidin-7-yl]amino]cyclopentyl]ammonium dichloride